5-(Difluoromethyl)-N-((S)-3-(1-methylcyclopropyl)-1-oxo-1-(2-(((S)-2-oxopyrrolidin-3-yl)methyl)hydrazineyl)propan-2-yl)isoxazole-3-carboxamide FC(C1=CC(=NO1)C(=O)N[C@H](C(NNC[C@H]1C(NCC1)=O)=O)CC1(CC1)C)F